N,N-bis(4-aminobenzoyl)-4,4'-diamino-3,3-dihydroxybiphenyl NC1=CC=C(C(=O)N(C=2C(CC(=CC2)C2=CC=C(C=C2)N)(O)O)C(C2=CC=C(C=C2)N)=O)C=C1